S=C1NC=2C=CC=CC2C=2N1N=C(C2)CNC(C2=C(C=CC=C2)OC(F)(F)F)=O N-((5-sulfanylidene-5,6-dihydropyrazolo[1,5-c]quinazolin-2-yl)methyl)-2-(trifluoromethoxy)benzamide